(3R,4R)-4-fluoro-3-hydroxypiperidine-1-carboxylic acid tert-butyl ester C(C)(C)(C)OC(=O)N1C[C@H]([C@@H](CC1)F)O